2-nitro-hexadecanedioic acid [N+](=O)([O-])C(C(=O)O)CCCCCCCCCCCCCC(=O)O